3-(3-(4-bromophenyl)pyrrolidin-1-yl)-1-(2,3-dihydrobenzo[b][1,4]dioxin-6-yl)propan-1-one BrC1=CC=C(C=C1)C1CN(CC1)CCC(=O)C1=CC2=C(OCCO2)C=C1